N1(N=NN=C1)C[C@H](C)OC1=C(C#N)C=CC(=C1)C=1C=NC(=NC1)NC=1C(=NN(C1)C1CCC(CC1)N1C[C@@H](O[C@@H](C1)C)C)OCCC(C)OC 2-(((S)-1-(1H-tetrazol-1-yl)propan-2-yl)oxy)-4-(2-((1-((1r,4r)-4-((2S,6R)-2,6-dimethylmorpholino)cyclohexyl)-3-(3-methoxybutoxy)-1H-pyrazol-4-yl)amino)pyrimidin-5-yl)benzonitrile